[4-(4-{3-[(2R)-2-methyl-pyrrolidin-1-yl]-propoxy}-phenoxy)-piperidin-1-yl]-ethanone dihydrochloride Cl.Cl.C[C@H]1N(CCC1)CCCOC1=CC=C(OC2CCN(CC2)C(C)=O)C=C1